NCCOC=1C=C(C=CC1)C[C@@H](C(=O)OC(C)(C)C)[C@H]1CN(CC1)C(=O)OC(C)(C)C tert-butyl (S)-3-((R)-3-(3-(2-aminoethoxy)phenyl)-1-(tert-butoxy)-1-oxopropan-2-yl)pyrrolidine-1-carboxylate